(3-chloro-4-(6-(1-methylcyclopropoxy)-9-((4-methylpyridin-2-yl)methyl)-9H-purin-8-yl)phenyl)(1,6-diazaspiro[3.3]heptan-6-yl)methanone ClC=1C=C(C=CC1C=1N(C2=NC=NC(=C2N1)OC1(CC1)C)CC1=NC=CC(=C1)C)C(=O)N1CC2(CCN2)C1